S(=O)(=O)(C1=CC=C(C(=O)O)C=C1)C=1C=C(C(=O)O)C=CC1 3,4'-sulfonyldibenzoic acid